3-(3-methyl-2-oxo-5-(4-(piperidin-4-yl)butyl)-2,3-dihydro-1H-benzimidazol-1-yl)piperidine-2,6-dione CN1C(N(C2=C1C=C(C=C2)CCCCC2CCNCC2)C2C(NC(CC2)=O)=O)=O